CC(C)(COP(=O)([O-])OP(=O)([O-])OC[C@@H]1[C@H]([C@H]([C@@H](O1)N2C=NC3=C(N=CN=C32)N)O)OP(=O)([O-])[O-])[C@H](C(=O)NCCC(=O)NCCSC(=O)C(=O)C4=CC=CC=C4)O The molecule is an acyl-CoA(4-) that is the tetraanion of phenylglyoxylyl-CoA arising from deprotonation of phosphate and diphosphate functions. It is a conjugate base of a phenylglyoxylyl-CoA.